C(C)OC(=O)C1(CC(=NO1)C1=CC=C(C=C1)Br)C(=O)OCC 3-(4-bromophenyl)isoxazole-5,5(4H)-dicarboxylic acid diethyl ester